ClC1=CC(=C(C=C1)C1(OC2=C(O1)C=CC=C2C2CCN(CC2)C[C@]2(OCC2)CN2C=NC1=C2C=C(S1)C(=O)O)C)F (2-((4-(2-(4-Chloro-2-fluorophenyl)-2-methylbenzo[d][1,3]dioxol-4-yl)piperidin-1-yl)methyl)-1-((S)-oxetan-2-yl)methyl)-1H-thieno[2,3-d]imidazole-5-carboxylic acid